N1C(=CC=C1)CC=1C=C(SC1)C(=O)NC1=CC(=CC(=C1)NS(=O)(=O)C)Br 4-((1H-pyrrol-2-yl)methyl)-N-(3-bromo-5-(methylsulfonamido)phenyl)-thiophene-2-carboxamide